N1=CC(=CC=C1)NC(=O)[C@H]1CC12CCN(CC2)C(=O)OC(C(F)(F)F)C(F)(F)F 1,1,1,3,3,3-hexafluoropropan-2-yl (S)-1-(pyridin-3-ylcarbamoyl)-6-azaspiro[2.5]octane-6-carboxylate